hexylaminolevulinic acid hydrochloride Cl.C(CCCCC)NC(C(=O)O)CC(=O)C